tert-butyl 4-(3-(6-fluoro-1H-benzo[d]imidazol-2-yl)-1H-indazole-5-carboxamido)piperidine-1-carboxylate FC=1C=CC2=C(NC(=N2)C2=NNC3=CC=C(C=C23)C(=O)NC2CCN(CC2)C(=O)OC(C)(C)C)C1